Diethanol disulfide C(CSSCCO)O